1-methyl-6,7-dihydro-1H-pyrazolo[3,4-f][1,4]oxazepin-8(5H)-one CN1N=CC2=C1C(NCCO2)=O